FC=1C=C(C(=O)O)C=CC1S(N)(=O)=O 3-Fluoro-4-sulfamoylbenzoic acid